ClC1=C(C=2N=C(N=C(C2C=N1)N1C[C@H]2CC[C@@H](C1)N2C(=O)OC(C)(C)C)OCC21C3CCC(N1CCC2)C3)F tert-butyl (1R,5S)-3-(7-chloro-8-fluoro-2-((hexahydro-5,8-methanoindolizin-8a(1H)-yl)methoxy)pyrido[4,3-d]pyrimidin-4-yl)-3,8-diazabicyclo[3.2.1]octan-8-carboxylate